tri-(3-methyl phenyl) phosphate P(=O)(OC1=CC(=CC=C1)C)(OC1=CC(=CC=C1)C)OC1=CC(=CC=C1)C